docosanyl-phosphoric acid C(CCCCCCCCCCCCCCCCCCCCC)OP(O)(O)=O